4'-amino-N-benzyl-3'-nitro-[1,1'-biphenyl]-3-carboxamide NC1=C(C=C(C=C1)C1=CC(=CC=C1)C(=O)NCC1=CC=CC=C1)[N+](=O)[O-]